COC1=CC=C(C=C1)C#CC(=O)C1=CC=CC=C1 3-(4-methoxyphenyl)-1-phenylprop-2-yn-1-one